N-((cis)-3-(5-chloro-2-cyanophenyl)cyclobutyl)-1-((R or S)-1-(5-fluoro-4-methyl-6-((1R,5S)-2-oxo-3-azabicyclo[3.1.0]hexan-3-yl)pyridin-3-yl)ethyl)-1H-pyrazole-4-carboxamide ClC=1C=CC(=C(C1)[C@H]1C[C@H](C1)NC(=O)C=1C=NN(C1)[C@H](C)C=1C=NC(=C(C1C)F)N1C([C@@H]2C[C@@H]2C1)=O)C#N |o1:19|